C(C1=CC=CC=C1)N1N=CC(=C1)C=1C(=CC(N(C1)C)=O)N1C[C@H](CC1)C(=O)O (S)-1-(5-(1-benzyl-1H-pyrazol-4-yl)-1-methyl-2-oxo-1,2-dihydro-pyridin-4-yl)pyrrolidine-3-carboxylic acid